N'-hydroxy-5-((5-(5-(trifluoromethyl)pyrazin-2-yl)oxazol-2-yl)amino)pyridine ON1CC(=NC=C1C(F)(F)F)C1=CN=C(O1)NC=1C=CC=NC1